Methyl (4S,7S,11aR,Z)-7-((tert-butoxycarbonyl)amino)-6-oxo-1,3,4,6,7,8,11,11a-octahydro-2H-pyrido[1,2-a]azocine-4-carboxylate C(C)(C)(C)OC(=O)N[C@H]1C\C=C/C[C@@H]2N(C1=O)[C@@H](CCC2)C(=O)OC